ClC1=C(C=CC=C1)C(NS(=O)C(C)(C)C)C1=CC=CC=C1 N-[(2-chlorophenyl)(phenyl)methyl]-2-methylpropane-2-sulfinamide